COC([C@H](NCC(OC)OC)C)=O (2,2-Dimethoxyethyl)-D-alanine methyl ester